(3R)-1-(4-{4-[2-(4-Methylphenyl)ethyl]phenyl}butanoyl)pyrrolidin-3-yl dihydrogen phosphate ammonium salt [NH4+].P(=O)(O[C@H]1CN(CC1)C(CCCC1=CC=C(C=C1)CCC1=CC=C(C=C1)C)=O)(O)O